ClC1=NC=C(C(=O)NC2=NC(=CC=C2)N2C[C@H](OCC2)C)C(=C1)N1CCC2(CC2)CC1 (R)-6-chloro-N-(6-(2-methylmorpholino)pyridin-2-yl)-4-(6-azaspiro[2.5]octan-6-yl)nicotinamide